(bis(2-((tert-butyldimethylsilyl)oxy)ethyl)amino)propionic acid [Si](C)(C)(C(C)(C)C)OCCN(CCO[Si](C)(C)C(C)(C)C)C(C(=O)O)C